(2-ethoxyethyl)-5-methoxypyrazine C(C)OCCC1=NC=C(N=C1)OC